2-(6-(hydroxy(piperidin-2-yl)methyl)-4-methylpyridazin-3-yl)-5-(trifluoromethyl)phenol OC(C1=CC(=C(N=N1)C1=C(C=C(C=C1)C(F)(F)F)O)C)C1NCCCC1